C1(CC1)C=1C=CC(=NC1)OCC1=CC=C(C=N1)C=1OC(=NN1)C(F)F 2-[6-[(5-Cyclopropyl-2-pyridinyl)oxymethyl]-3-pyridinyl]-5-(difluoromethyl)-1,3,4-oxadiazole